2-((3R,4R)-3-amino-4-fluoro-1-piperidinyl)-1-((5-cyano-2-pyrazinyl)methyl)-1H-benzimidazole-5-carbonitrile N[C@@H]1CN(CC[C@H]1F)C1=NC2=C(N1CC1=NC=C(N=C1)C#N)C=CC(=C2)C#N